CN1C(=CC2=C1C(N(C=C2C2=C(C=CC=C2)OC2=CC=CC=C2)C)=O)C(=O)OC methyl 1,6-dimethyl-7-oxo-4-(2-phenoxyphenyl)-6,7-dihydro-1H-pyrrolo[2,3-c]pyridine-2-carboxylate